1-(5-bromothien-3-yl)ethan-1-ol BrC1=CC(=CS1)C(C)O